C1(CC1)C=1N=C(C(=NC1CC)C(=O)N)NC1=CC(=CC=C1)CCNC([C@H](C)NC)=O (S)-5-cyclopropyl-6-ethyl-3-((3-(2-(2-(methylamino)propionamido)ethyl)phenyl)amino)pyrazine-2-carboxamide